CN1CC=2NC3=CC=C(C=C3C2CC1)O 2-methyl-6-hydroxy-1,2,3,4-tetrahydro-β-carboline